C(CCC)NC(NCC1=C(N=NN1C)C1=CC=C(C(=N1)CC)O[C@@H]1C[C@H](CCC1)C(=O)O)=O (1S,3S)-3-((6-(5-((3-butyl-ureido)methyl)-1-methyl-1H-1,2,3-triazol-4-yl)-2-ethylpyridin-3-yl)oxy)cyclohexane-1-carboxylic acid